(3,5-dimethoxyphenyl)dimethyl-sulfonium triflate [O-]S(=O)(=O)C(F)(F)F.COC=1C=C(C=C(C1)OC)[S+](C)C